1-[[2-(difluoromethoxy)pyridin-4-yl]methyl]-3-[rac-(1R,5S)-3-oxo-8-bicyclo[3.2.1]octanyl]urea FC(OC1=NC=CC(=C1)CNC(=O)NC1[C@H]2CC(C[C@@H]1CC2)=O)F |r|